2-(aminomethyl)octanoic acid ethyl ester C(C)OC(C(CCCCCC)CN)=O